COC1=C(C(=O)NS(=O)(=O)C2=CC=C(C=C2)NC(=O)N(C)C)C=CC=C1 [4-(N-2-methoxybenzoylsulfamoyl)phenyl]-3,3-dimethylurea